3-[[6-oxo-5-(trifluoromethyl)-1H-pyridazin-3-yl]methoxy]propionic acid O=C1C(=CC(=NN1)COCCC(=O)O)C(F)(F)F